(4-bromo-2,6-dichlorophenoxy)-4-isopropylpyridazin-3(2H)-one BrC1=CC(=C(ON2N=CC=C(C2=O)C(C)C)C(=C1)Cl)Cl